Ammonium citrat C(CC(O)(C(=O)[O-])CC(=O)[O-])(=O)[O-].[NH4+].[NH4+].[NH4+]